C=C1CCC2CC12 4-methylenebicyclo[3.1.0]hexane